(E)-2-(((2-butylpyrazolo[1,5-a]pyridin-5-yl)oxy)methyl)-3-fluoroprop-2-en-1-amine bis(4-methylbenzenesulfonate) CC1=CC=C(C=C1)S(=O)(=O)O.CC1=CC=C(C=C1)S(=O)(=O)O.C(CCC)C1=NN2C(C=C(C=C2)OC\C(\CN)=C\F)=C1